C1(CCCC1)C=1SC(=C(N1)C)OC1=CC=C(C=C1)N1N=CN(C1=O)CC1=C(C=CC=C1F)F 2-[4-(2-cyclopentyl-4-methyl-thiazol-5-yl)oxyphenyl]-4-[(2,6-difluorophenyl)methyl]-1,2,4-triazol-3-one